potassium 2-octanol CC(CCCCCC)O.[K]